2-(6-(((3R)-1-((3-Hydroxycyclohexyl)methyl)piperidin-3-yl)amino)-4-methylpyridazin-3-yl)-5-(trifluoromethyl)phenol OC1CC(CCC1)CN1C[C@@H](CCC1)NC1=CC(=C(N=N1)C1=C(C=C(C=C1)C(F)(F)F)O)C